[N+](=O)([O-])C1=CC=C(OP(=O)(OCCSC(C(C)(C)C)=O)N[C@@H](C)C(=O)OC(C)C)C=C1 Isopropyl ((4-nitrophenoxy)(2-(pivaloylthio)ethoxy)phosphoryl)-L-alaninate